2-[(2R,4S)-2-(1-cyclopropyl-pyrazol-4-yl)tetrahydropyran-4-yl]-7-methyl-6-methylsulfonyl-4-[3-(trifluoromethyl)-1-bicyclo[1.1.1]pentanyl]pyrido[2,3-d]pyrimidine C1(CC1)N1N=CC(=C1)[C@@H]1OCC[C@@H](C1)C=1N=C(C2=C(N1)N=C(C(=C2)S(=O)(=O)C)C)C21CC(C2)(C1)C(F)(F)F